(2-amino-3-(aminomethyl)quinolin-6-yl)(2-(4-(trifluoromethyl)phenyl)piperidin-1-yl)methanone NC1=NC2=CC=C(C=C2C=C1CN)C(=O)N1C(CCCC1)C1=CC=C(C=C1)C(F)(F)F